OCCCCC=1C=C2N(N=CC=C2C2=CC(=C(C=C2)CNC(OC(C)(C)C)=O)C)C1 tert-butyl N-[[4-[6-(4-hydroxybutyl)pyrrolo[1,2-b]pyridazin-4-yl]-2-methyl-phenyl]methyl]carbamate